N1=C(C=NC2=CC=CC=C12)C=1C=NN(C1)CCCCO 4-(4-(quinoxalin-2-yl)-1H-pyrazol-1-yl)butan-1-ol